OCC1=NC(=C(N=C1CC)C)CC 2-hydroxymethyl-3,6-diethyl-5-methyl-pyrazine